C1(CC1)C1=CN(C2=C1C(=NC=C2)N2[C@H](CN(CC2)C(C(C)(C)C)=O)C)C2=CC(=CC=C2)F (S)-1-(4-(3-cyclopropyl-1-(3-fluorophenyl)-1H-pyrrolo[3,2-c]pyridin-4-yl)-3-methylpiperazin-1-yl)-2,2-dimethylpropan-1-one